COC1=CC(=C(C(=O)OC)C=C1OCCCN(C(C#C)=O)C(CC1=CC=C(C=C1)C(F)(F)F)=O)NC(C#C)=O methyl 4-methoxy-2-propiolamido-5-(3-(N-(2-(4-(trifluoromethyl)phenyl)acetyl) propiolamido)propoxy)benzoate